Nickel-Cobalt-Oxid [Co]=O.[Ni]